CC(=O)OC[C@H]1[C@@H]([C@H]([C@H](O1)OC(=O)[C@@]2(CCC[C@@]3([C@@H]2CC[C@]45[C@H]3CC[C@H](C4)C(=C)C5)C)C)O)OC(=O)C The molecule is an ent-kaurane diterpenoid that is ent-kaur-16-en-18-oic acid substituted by a beta-L-3',5'-diacetoxy-arabinofuranosyl moiety at position 18 via a glycosidic linkage. It is isolated from the whole herb of Sagittaria pygmaea and exhibits antibacterial activity against the oral pathogens. It has a role as a metabolite and an antibacterial agent. It is an acetate ester and an ent-kaurane diterpenoid. It derives from a beta-L-arabinofuranose.